FC1=C(C(=CC=C1)OC)C=1C(=CC2=C(NC(NC2=O)=O)N1)F 7-(2-fluoro-6-methoxyphenyl)-6-fluoro-pyrido[2,3-d]Pyrimidine-2,4(1H,3H)-dione